O=C1NC(CC[C@@H]1N1C(C2=CC=C(C=C2C1)N1CCC2(CN(C2)CC2(CCN(CC2)C(=O)OC(C)(C)C)C)CC1)=O)=O tert-butyl {4-[(7-(2-[(3S)-2,6-dioxopiperidin-3-yl]-1-oxo-3H-isoindol-5-yl)-2,7-diazaspiro[3.5]nonan-2-yl)methyl]-4-methylpiperidin-1-yl}formate